tert-Butyl N-[3-cyano-4-(5,5-dimethyl-1,3,2-dioxaborinan-2-yl)-7-fluoro-benzofuran-2-yl]carbamate tert-Butyl-N-(4-bromo-3-cyano-7-fluoro-benzofuran-2-yl)carbamate C(C)(C)(C)OC(NC=1OC2=C(C1C#N)C(=CC=C2F)Br)=O.C(#N)C2=C(OC1=C2C(=CC=C1F)B1OCC(CO1)(C)C)NC(OC(C)(C)C)=O